hydroxy acetate C(C)(=O)OO